((5-fluoropyridin-2-yl)methyl)urea FC=1C=CC(=NC1)CNC(=O)N